CC1C(CC1)CC1=C(C=C2C=NC=NN21)C#N 7-((2-methylcyclobutyl)methyl)pyrrolo[2,1-f][1,2,4]triazine-6-carbonitrile